C1(=CC=CC=C1)C=1[Se](C=CC1)=O phenylselenofuranone